bis(3-aminopropylamino)ethane NCCCNC(C)NCCCN